4-ethoxypyrrolidine-1-carboxylate C(C)OC1CCN(C1)C(=O)[O-]